di(2-butoxy)methane CC(CC)OCOC(C)CC